3-[(isopropylsulfonyl)methyl]-N-(5-methyl-1,3,4-oxadiazole-2-yl)-5-(trifluoromethyl)-[1,2,4]triazolo[4,3-a]pyridine-8-carboxamide C(C)(C)S(=O)(=O)CC1=NN=C2N1C(=CC=C2C(=O)NC=2OC(=NN2)C)C(F)(F)F